2-chloro-5-(trifluoromethyl)pyridine-4-carboxylic acid ClC1=NC=C(C(=C1)C(=O)O)C(F)(F)F